FC1=C(C=CC2=C1O[C@@H]1[C@H](CC2)[C@H]([C@@H](C1)O)\C=C\C(C(C)C1=C(C=C(C=C1F)F)F)O)C(=O)O (1R,2R,3aS,10aR)-5-fluoro-2-hydroxy-1-[(1E,3ξ,4ξ)-3-hydroxy-4-(2,4,6-trifluorophenyl)-1-penten-1-yl]-2,3,3a,9,10,10a-hexahydro-1H-benzo[b]cyclopenta[f]oxepin-6-carboxylic acid